5-chloro-2-(6-(methyl(2,2,6,6-tetramethylpiperidin-4-yl)amino)pyridazin-3-yl)phenol ClC=1C=CC(=C(C1)O)C=1N=NC(=CC1)N(C1CC(NC(C1)(C)C)(C)C)C